methyl 3-(2-chloropyrimidin-5-yl)isoxazole-5-carboxylate ClC1=NC=C(C=N1)C1=NOC(=C1)C(=O)OC